C(C(C)C)NC=1N=CC2=C(N1)NC=C2C2=CC=1N(C=C2)N=CC1C(=O)NC=1C=NC=CC1 5-(2-(isobutylamino)-7H-pyrrolo[2,3-d]pyrimidin-5-yl)-N-(pyridin-3-yl)pyrazolo[1,5-a]pyridine-3-carboxamide